C1(=CC=C(C=C1)S(=O)(=O)OCCOCCOCCOCCOCCOCCOCCOCCOCCOC1=CC=C(C(=O)OC(C)(C)C)C=C1)C tert-butyl 4-[2-[2-[2-[2-[2-[2-[2-[2-[2-(p-tolylsulfonyloxy)ethoxy]ethoxy]ethoxy]ethoxy] ethoxy]ethoxy]ethoxy]ethoxy]ethoxy]benzoate